O.[C@@H]1([C@H](O)[C@H](OP(=O)(O)O)[C@@H](COP(=O)(O)OP(=O)(O)OCC(C)(C)[C@@H](O)C(=O)NCCC(=O)NCCS)O1)N1C=NC=2C(N)=NC=NC12 coenzyme A Hydrat